(3-Glycidoxypropyl)triethoxysilan C(C1CO1)OCCC[Si](OCC)(OCC)OCC